CCCCCCCCCCCCCCCCCCCCCC(=O)N[C@@H](COP(=O)([O-])OCC[N+](C)(C)C)[C@@H](/C=C/CCCCCCCCCC(C)C)O The molecule is a sphingomyelin 39:1 obtained by formal condensation of the carboxy group of docosanoic acid with the amino group of 15-methylhexadecasphingosine-1-phosphocholine. It is a metabolite of the nematode Caenorhabditis elegans. It has a role as a Caenorhabditis elegans metabolite. It is a N-acyl-15-methylhexadecasphing-4-enine-1-phosphocholine and a sphingomyelin 39:1. It derives from a 15-methylhexadecasphing-4-enine and a docosanoic acid.